N=1N=CN(C1)C=1C=C(C(=O)O)C=C(C1)C(F)(F)F 3-(4H-1,2,4-triazol-4-yl)-5-(trifluoromethyl)benzoic acid